C(CC=C)[SiH](C)C 3-butenyldimethyl-silane